3-[(3-methoxybenzyl)(4-dimethylaminobenzyl)aminocarbonyloxyethoxy]dimethylaminobenzene COC=1C=C(CC(COC=2C=C(C=CC2)N(C)C)OC(=O)NCC2=CC=C(C=C2)N(C)C)C=CC1